(3-aminopropyl)dimethyl-silane oxygen [O].NCCC[SiH](C)C